BrC1=CC=C(C=C1)C=1C(=C(N(N1)C)N(C(C1=CC=C(C=C1)C(F)(F)F)=O)C)C N-[5-(4-bromophenyl)-2,4-dimethyl-pyrazol-3-yl]-N-methyl-4-(trifluoromethyl)benzamide